(E)-N-((Z)-(S)-18-Chloro-11-methyl-9-oxo-8,17,19-triaza-tricyclo[14.2.1.02,7]nonadeca-1(18),2,4,6,12,16(19)-hexaen-15-yl)-3-(5-chloro-2-tetrazol-1-yl-phenyl)-acrylamide ClC=1NC=2C(C\C=C/[C@H](CC(NC3=CC=CC=C3C1N2)=O)C)NC(\C=C\C2=C(C=CC(=C2)Cl)N2N=NN=C2)=O